indenyl-dimethoxysilane C1(C=CC2=CC=CC=C12)[SiH](OC)OC